COC(=O)[C@@H]1C[C@H](C1)N1N=C(C(=C1)C1=NC2=CC(=CC=C2N=C1)Br)C trans-3-(4-(7-bromoquinoxalin-2-yl)-3-methyl-1H-pyrazol-1-yl)cyclobutane-1-carboxylic acid methyl ester